C=1(C(=CC=C2C3=CC=CC=C3CC12)CC(C(=O)O)=C)CC(C(=O)O)=C.C1(=CC=CC=C1O)C.C1(=CC=CC=C1O)C bis-cresol fluorenedimethacrylate